BrC1=C(C=CC=C1C(OC)OC)O 2-bromo-3-(dimethoxymethyl)phenol